methyl-carbonyl-N-o-fluorophenylacetyl-1,3,4,9-tetrahydro-beta-carboline CC(=O)C1N(CCC=2C3=CC=CC=C3NC12)C(CC1=C(C=CC=C1)F)=O